C(C1=CC=CC=C1)N1CCC(CC1)NC(C(C1=CC=CC=C1)(C1=CC=CC=C1)O)=O N-(1-benzylpiperidin-4-yl)-2-hydroxy-2,2-diphenylacetamide